N[C@H]1CN(C[C@@H](C1)F)C(=O)C1=CC2=C(N(C(=N2)C2=CC=3C(=NC(=CC3)C=3C(=CC(=C(C3)O)Cl)F)N2CC2CC2)C)C(=C1)OC 5-(2-{5-[(3R,5R)-3-amino-5-fluoropiperidine-1-carbonyl]-7-methoxy-1-methyl-1H-1,3-benzodiazol-2-yl}-1-(cyclopropylmethyl)-1H-pyrrolo[2,3-b]pyridin-6-yl)-2-chloro-4-fluorophenol